N-Methyl-2-((5-(phenylethynyl)-2-((3,4,5-trimethoxyphenyl)amino)pyrimidin-4-yl)amino)benzamide CNC(C1=C(C=CC=C1)NC1=NC(=NC=C1C#CC1=CC=CC=C1)NC1=CC(=C(C(=C1)OC)OC)OC)=O